3-[[3-[2-[tert-butyl(dimethyl)silyl]oxyethyl]-2-hydroxy-1,2-benzoxaborinin-6-yl]amino]-1-(trans-4-cyanotetrahydropyran-3-yl)pyrazole-4-carboxamide [Si](C)(C)(C(C)(C)C)OCCC=1B(OC2=C(C1)C=C(C=C2)NC2=NN(C=C2C(=O)N)[C@@H]2COCC[C@H]2C#N)O